3-((4,4-bis(((Z)-oct-5-en-1-yl)oxy)butanoyl)oxy)-2-(hydroxymethyl)propyl (9Z,12Z)-octadeca-9,12-dienoate C(CCCCCCC\C=C/C\C=C/CCCCC)(=O)OCC(COC(CCC(OCCCC\C=C/CC)OCCCC\C=C/CC)=O)CO